(1S,2S)-1-(2-chloro-4,5-difluorophenyl)-1-(1-methyl-1H-pyrazol-4-yl)propan ClC1=C(C=C(C(=C1)F)F)[C@@H](CC)C=1C=NN(C1)C